ClC=1C=C(C=CC1)C(CN(C)C)N1C(C=C(C(=C1)F)C1=CN(C2=NC=C(C=C21)N2CCOCC2)S(=O)(=O)C2=CC=C(C)C=C2)=O 1-(1-(3-chlorophenyl)-2-(dimethylamino)ethyl)-5-fluoro-4-(5-morpholino-1-tosyl-1H-pyrrolo[2,3-b]pyridin-3-yl)pyridin-2(1H)-one